O[C@@H]([C@@H](C(=O)N[C@@H](CC(C)C)B1OC([C@H]2CC[C@@H](C(O1)=O)N2C)=O)NC(C2=NC(=CC=C2)C2=CC=CC=C2)=O)C N-((2S,3R)-3-hydroxy-1-(((R)-3-methyl-1-((1R,7S)-10-methyl-2,6-dioxo-3,5-dioxa-10-aza-4-borabicyclo[5.2.1]decan-4-yl)butyl)amino)-1-oxobutan-2-yl)-6-phenylpicolinamide